Cl.N1C(CCC1)C(=O)O pyrrolidine-2-carboxylate hydrochloride